N(=[N+]=[N-])C1=C(C=CC=C1)SSC1=C(C=CC=C1)N=[N+]=[N-] dithiobis(azidobenzene)